ClC1=C(C(=CC=C1)F)C1C(CN(C1)C(=O)OC(C)(C)C)C(=O)OCC 1-tert-butyl 3-ethyl 4-(2-chloro-6-fluorophenyl)pyrrolidine-1,3-dicarboxylate